CC1(CN(CCN1CC=1C=NC=2C(=C(C(NC2C1)=O)C(F)(F)F)C)C=1C=CC(=NC1)C(=O)NC)C 5-(3,3-dimethyl-4-((8-methyl-6-oxo-7-(trifluoromethyl)-5,6-dihydro-1,5-naphthyridin-3-yl)methyl)piperazin-1-yl)-N-methylpyridineamide